7-bromo-3-((2-(trimethylsilyl)ethoxy)methyl)-3H-imidazo[4,5-b]Pyridine BrC1=C2C(=NC=C1)N(C=N2)COCC[Si](C)(C)C